COC1=CC=C(C=C1)S(=O)(=O)N\N=C/C=1N=C(N(C1)CCOCC[Si](C)(C)C)C(=O)OCC (Z)-ethyl 4-((2-((4-methoxyphenyl)sulfonyl)hydrazono)methyl)-1-((2-(trimethylsilyl)ethoxy) ethyl)-1H-imidazole-2-carboxylate